COCCOCCOCCOCCOCCOCCOC=1C=C(C(=O)OCC2=CC=CC=C2)C=CC1CCCO benzyl 3-(2,5,8,11,14,17-hexaoxanonadecan-19-yl oxy)-4-(3-hydroxypropyl)benzoate